COC=1N=C(C(=NC1C=1C2=C(C=NC1)N(C=N2)C)C(=O)N)NC2=CC=C(C=C2)CN2CCN(CC2)C 5-methoxy-6-(3-methylimidazo[4,5-c]pyridin-7-yl)-3-[4-[(4-methylpiperazin-1-yl)methyl]anilino]pyrazine-2-carboxamide